FC(C1CCN(CC1)C(=O)NS(=O)(=O)C1=CC=C(C=C1)C(F)(F)F)(F)F 4-(Trifluoromethyl)-N-((4-(trifluoromethyl)phenyl)sulfonyl)piperidine-1-carboxamide